3-(tert-butoxy)-3-oxoprop-1-en-1-ylium C(C)(C)(C)OC(C=[CH+])=O